(R)-4-(7-((3,3-Difluoroazetidin-1-yl)methyl)-2-(1H-pyrrolo[2,3-b]pyridin-4-yl)thieno[3,2-d]pyrimidin-4-yl)-3-methylmorpholine FC1(CN(C1)CC1=CSC2=C1N=C(N=C2N2[C@@H](COCC2)C)C2=C1C(=NC=C2)NC=C1)F